1,1'-methylenebis(isocyanatobenzene) C(C1=C(C=CC=C1)N=C=O)C1=C(C=CC=C1)N=C=O